The molecule is a 6-phenyl-2,3,5,6-tetrahydroimidazo[2,1-b][1,3]thiazole that has R configuration. It has a role as an antidepressant. It is an enantiomer of a levamisole. C1CSC2=N[C@@H](CN21)C3=CC=CC=C3